COC=1C=C(C=CC1)C1=CC=C2N(CC(NC2=C1)=O)C(C1=CC(=C(C(=C1)OC)OC)OC)=O 7-(3-methoxyphenyl)-4-(3,4,5-trimethoxybenzoyl)-3,4-dihydroquinoxalin-2(1H)-one